1,3,6,8-Tetra(6-carboxynaphthalen-2-yl)pyrene C(=O)(O)C=1C=C2C=CC(=CC2=CC1)C1=CC(=C2C=CC3=C(C=C(C4=CC=C1C2=C34)C3=CC4=CC=C(C=C4C=C3)C(=O)O)C3=CC4=CC=C(C=C4C=C3)C(=O)O)C3=CC4=CC=C(C=C4C=C3)C(=O)O